3-Amino-3-({1-[(2-methylpropanoyl)oxy]propan-2-yl}carbamoyl)propanoic acid NC(CC(=O)O)C(NC(COC(C(C)C)=O)C)=O